(E)-3-(1-((3,5-bis(trifluoromethyl)phenethyl)amino)-2,3-dihydro-1H-inden-5-yl)acrylic acid methyl ester COC(\C=C\C=1C=C2CCC(C2=CC1)NCCC1=CC(=CC(=C1)C(F)(F)F)C(F)(F)F)=O